CN(CCCOC1=C(C=C(C=C1F)C1=CC=2C3=C(C=NC2C=C1)N(C(C31CC1)=O)C)NS(=O)(=O)C1=CC=CC=C1)C N-(2-(3-(Dimethylamino)propoxy)-3-fluoro-5-(3'-methyl-2'-oxo-2',3'-dihydrospiro[cyclopropane-1,1'-pyrrolo[2,3-c]quinolin]-8'-yl)phenyl)benzenesulfonamide